2-methylnaphtho[1,2-b]furan CC1=CC2=C(O1)C1=CC=CC=C1C=C2